((1H-indazol-5-yl)ethynyl)-N-(pyridin-2-ylmethyl)-[2,4'-bipyrimidin]-2'-amine N1N=CC2=CC(=CC=C12)C#CC1=NC(=NC=C1)C1=NC(=NC=C1)NCC1=NC=CC=C1